FC1(CN(CC1)C1=NC=CC(=C1NC(=O)N1C[C@H](CC1)COC)C1=C(C=CC=C1)F)F (3S)-N-[2-(3,3-difluoro-pyrrolidin-1-yl)-4-(2-fluorophenyl)-3-pyridyl]-3-(methoxymethyl)pyrrolidine-1-carboxamide